1-(3-((4-(4-((4-((3-(methylsulfonyl)benzyl)amino)-5-(trifluoromethyl)pyrimidin-2-yl)amino)phenyl)piperazin-1-yl)methyl)phenyl)dihydropyrimidine-2,4(1H,3H)-dione CS(=O)(=O)C=1C=C(CNC2=NC(=NC=C2C(F)(F)F)NC2=CC=C(C=C2)N2CCN(CC2)CC=2C=C(C=CC2)N2C(NC(CC2)=O)=O)C=CC1